(4-(4-amino-5-(4-((dimethyl-(oxo)-lambda6-sulfanylidene)amino)-3-fluorophenyl)-7-methyl-7H-pyrrolo[2,3-d]pyrimidin-6-yl)-3-fluorophenyl)methacrylamide NC=1C2=C(N=CN1)N(C(=C2C2=CC(=C(C=C2)N=S(=O)(C)C)F)C2=C(C=C(C=C2)C=C(C(=O)N)C)F)C